(2R)-2-[4-[2-Chloro-4-(tetradecanoylamino)phenyl]-2-oxo-chromen-7-yl]oxypropanoic acid ClC1=C(C=CC(=C1)NC(CCCCCCCCCCCCC)=O)C1=CC(OC2=CC(=CC=C12)O[C@@H](C(=O)O)C)=O